N1(CCCCC1)C1CCN(CC1)CC=1C=C(C=CC1)B(O)O (3-([1,4'-bipiperidin]-1'-ylmethyl)phenyl)boronic acid